4-((7-methoxy-5H-pyrido[4,3-b]indol-5-yl)methyl)benzenesulfonamide COC=1C=CC=2C3=C(N(C2C1)CC1=CC=C(C=C1)S(=O)(=O)N)C=CN=C3